C(N)(=O)C1=CC2=C(N(C(=N2)NC(=O)C=2C=NC=NC2)C/C=C/CN2C(=NC=3C2=NC=C(C3)C(=O)N)NC(=O)C=3C=NC=NC3)C(=C1)OCCCN1CCOCC1 (E)-3-(4-(5-carbamoyl-7-(3-morpholinopropoxy)-2-(pyrimidine-5-carboxamido)-1H-benzo[d]imidazol-1-yl)but-2-en-1-yl)-2-(pyrimidine-5-carboxamido)-3H-imidazo[4,5-b]pyridine-6-carboxamide